1-(6-((S)-1-(2,2-difluorobenzo[d][1,3]dioxol-5-yl)ethoxy)pyridazin-4-yl)-3-(trifluoromethyl)-4,5,6,7-tetrahydro-1H-indazol-7-ol FC1(OC2=C(O1)C=CC(=C2)[C@H](C)OC2=CC(=CN=N2)N2N=C(C=1CCCC(C21)O)C(F)(F)F)F